C(#N)C1=C(C=C(OC2C(C(C2(C)C)NC(C2=CC(=C(C=C2)N2CCC(CC2)C=O)F)=O)(C)C)C=C1)OC N-((1r,3r)-3-(4-cyano-3-methoxyphenoxy)-2,2,4,4-tetramethylcyclobutyl)-3-fluoro-4-(4-formylpiperidin-1-yl)benzamide